C(C)OC(=O)C=1C=C(NC1)C1=CC=C(C=C1)N(C)C (4-(dimethylamino)phenyl)Azole-4-carboxylic acid ethyl ester